N1=C(C=NC=C1)C(=O)[O-] pyrazinate